{4-[1-(1H-pyrazol-1-yl) ethyl] piperidin-1-yl}-6-azaspiro[3.4]octane-6-carboxylate N1(N=CC=C1)C(C)C1CCN(CC1)C1CCC12CN(CC2)C(=O)[O-]